ClC1=C(C=CC(=C1)Cl)C=1CCCC2=C(C1C1=C(C=C(C=C1F)O)F)C=CC(=C2)C(=O)OC methyl 8-(2,4-dichlorophenyl)-9-(2,6-difluoro-4-hydroxyphenyl)-6,7-dihydro-5H-benzo[7]annulene-3-carboxylate